Cl.ClC1=CC=C(C=C1)NN 4-Chlorophenylhydrazine Hydrochloride